COC1=NN=C2N1C=C(N=C2OC)OC 3-Methoxy-6,8-dimethoxy-1,2,4-triazolo-[4,3-a]pyrazine